Copper-silver-zinc [Zn].[Ag].[Cu]